(1S,3aS,6aR)-N-((S)-4-hydroxy-3-oxo-1-((R)-2-oxopyrrolidin-3-yl)butan-2-yl)-2-((R)-5-oxo-2-phenylpyrrolidine-2-carbonyl)octahydrocyclopenta[c]pyrrole-1-carboxamide OCC([C@H](C[C@@H]1C(NCC1)=O)NC(=O)[C@H]1N(C[C@@H]2[C@H]1CCC2)C(=O)[C@]2(NC(CC2)=O)C2=CC=CC=C2)=O